8-oxo-N-[6-[4-(trifluoromethoxy)phenyl]-1,3-benzothiazol-2-yl]-6,7-dihydro-5H-indolizine-5-carboxamide O=C1CCC(N2C=CC=C12)C(=O)NC=1SC2=C(N1)C=CC(=C2)C2=CC=C(C=C2)OC(F)(F)F